L-(-)-3-phenyllactic acid C1=CC=C(C=C1)C[C@@H](C(=O)O)O